C(C)(C)(C)OC(=O)N1CCC(CC1)OC1=NC2=CC(=CC=C2N=C1)OC1=C(C(=CC=C1F)NS(N(C)CC)(=O)=O)C#N tert-butyl-4-[7-[2-cyano-3-[[ethyl(methyl)sulfamoyl]amino]-6-fluoro-phenoxy]quinoxalin-2-yl]oxypiperidine-1-carboxylate